ClC1=C(C=NC(=C1)C)CO (4-chloro-6-methyl-pyridin-3-yl)methanol